benzyl (2-(1-(3-carbamoyl-6,7-dimethoxyquinolin-4-yl)piperidin-4-yl)ethyl)carbamate C(N)(=O)C=1C=NC2=CC(=C(C=C2C1N1CCC(CC1)CCNC(OCC1=CC=CC=C1)=O)OC)OC